4-{[(2,2-dimethyl-1,3-dioxan-5-yl)methyl](imidazol-1-ylcarbonyl)amino}butyric acid-(2Z,5Z)-nona-2,5-dien-1-yl ester C(\C=C/C\C=C/CCC)OC(CCCN(C(=O)N1C=NC=C1)CC1COC(OC1)(C)C)=O